1-(tetrahydro-2H-pyran-4-yl)-N-(1-(3,4,5-trimethoxyphenyl)-1H-imidazol-4-yl)-1H-pyrazolo[3,4-d]pyrimidin-6-amine O1CCC(CC1)N1N=CC=2C1=NC(=NC2)NC=2N=CN(C2)C2=CC(=C(C(=C2)OC)OC)OC